SC1=NN=CO1 5-mercapto-1,3,4-oxadiazole